(1-naphthyl)silane C1(=CC=CC2=CC=CC=C12)[SiH3]